C(CCCCCCCCCC=CCCCCCCCC)=O Icos-11-enal